3-(3,4-Dihydro-2H-1,5-benzodioxepin-7-yl)-1-(2-hydroxyphenyl)prop-2-en-1-one O1CCCOC2=C1C=CC(=C2)C=CC(=O)C2=C(C=CC=C2)O